N[C@@H](C(=O)NC=1N=NC(=C(C1)C1CC1)C1=C(C=C(C=C1)C(F)(F)F)O)C (R)-2-amino-N-(5-cyclopropyl-6-(2-hydroxy-4-(trifluoromethyl)phenyl)pyridazin-3-yl)propanamide